C(C1=CC=CC=C1)OC=1C=C(OCCCCCCOC2OCCCC2)C=CC1 2-((6-(3-(benzyloxy)phenoxy)hexyl)oxy)tetrahydro-2H-pyran